CN1C(C2N(C(C1)C2)C(=O)OC(C)(C)C)=O tert-butyl 3-methyl-2-oxo-3,6-diazabicyclo[3.1.1]heptane-6-carboxylate